vanadium-iron oxide [O-2].[Fe+2].[V+5]